2,4-dichloro-7-(7-fluoro-1-isopropyl-1H-indazol-5-yl)-5,5-dimethyl-5,7-dihydro-6H-pyrrolo[2,3-d]pyrimidin-6-one ClC=1N=C(C2=C(N1)N(C(C2(C)C)=O)C=2C=C1C=NN(C1=C(C2)F)C(C)C)Cl